C(C=C)(=O)N1C[C@H](O[C@@H](C1)C(F)(F)F)C1=CC(=NC(=C1)Cl)C1=CC(=NC=N1)C(=O)NC |r| Racemic-trans-6-(4-(4-acryloyl-6-(trifluoromethyl)morpholin-2-yl)-6-chloropyridin-2-yl)-N-methylpyrimidine-4-carboxamide